p-fluorophenyl-6-fluoro-1,4-dihydro-4-oxo-7-phenyl-3-quinolineacetic acid FC1=CC=C(C=C1)C1=C(C=C2C(C(=CN(C2=C1)C1=CC=CC=C1)CC(=O)O)=O)F